Cl.C12(CC3CC(CC(C1)C3)C2)C(C)NC(=O)N2CC(C(CC2)(C2=CC(=CC=C2)OC)O)CN(C)C N-(1-((3r,5r,7r)-adamantan-1-yl)ethyl)-3-((dimethylamino)methyl)-4-hydroxy-4-(3-methoxyphenyl)piperidine-1-carboxamide hydrochloride